BrC1=CN(C(C2=CC(=CC=C12)N1C=NC(=C1)C1CC1)=O)CC1=C(C=C(C=C1)OC)OC 4-bromo-7-(4-cyclopropyl-1H-imidazol-1-yl)-2-(2,4-dimethoxybenzyl)isoquinolin-1(2H)-one